(2S,4R)-N-((S)-1-(2',6'-difluoro-[1,1'-biphenyl]-4-yl)ethyl)-1-((S)-3,3-dimethyl-2-(2-(piperidin-4-yloxy)acetamido)butyryl)-4-hydroxypyrrolidine-2-carboxamide FC1=C(C(=CC=C1)F)C1=CC=C(C=C1)[C@H](C)NC(=O)[C@H]1N(C[C@@H](C1)O)C([C@H](C(C)(C)C)NC(COC1CCNCC1)=O)=O